OCCCC=1C(=C(C(OC1)O)O)O hydroxypropyl-pyranetriol